IC1=CN(C2=C1C=NC=C2)S(=O)(=O)C2=CC=C(C)C=C2 3-Iodo-1-tosyl-1H-pyrrolo[3,2-c]pyridine